Bromo-1-(2,6-dibenzyloxy-3-pyridyl)benzimidazole BrC1=NC2=C(N1C=1C(=NC(=CC1)OCC1=CC=CC=C1)OCC1=CC=CC=C1)C=CC=C2